C(C)(C)(C)C1=CC(=NN1[C@@H]1COCC1)NC=1N(C=2C(=NC=C(C2)OC=2C=C3C(=NC2)NN=C3C)N1)C (S)-N-(5-(tert-butyl)-1-(tetrahydrofuran-3-yl)-1H-pyrazol-3-yl)-1-methyl-6-((3-methyl-1H-pyrazolo[3,4-b]pyridin-5-yl)oxy)-1H-imidazo[4,5-b]pyridin-2-amine